carbonyl-pyridin C(=O)=C1NC=CC=C1